trans-alpha-ocimene CC(=C)CC/C=C(\C)/C=C